N-(3-formamido-4-oxo-6-benzenesulfonyl-4H-7-benzopyranyl)methanesulfonamide potassium salt [K].C(=O)NC1=COC2=C(C1=O)C=C(C(=C2)NS(=O)(=O)C)S(=O)(=O)C2=CC=CC=C2